(1-(5-methoxy-2-(1-methyl-1H-pyrazol-4-yl)-4-nitrophenyl)piperidin-4-yl)methane COC=1C(=CC(=C(C1)N1CCC(CC1)C)C=1C=NN(C1)C)[N+](=O)[O-]